FC1=CC=C(C=C1)N1C(=CC2=CC=CC=C12)C1=NNC(=C1)NC(C1=CC=C(C=C1)NC1CCN(CC1)C)=O N-(3-(1-(4-fluorophenyl)-1H-indol-2-yl)-1H-pyrazol-5-yl)-4-((1-methylpiperidin-4-yl)amino)benzamide